(1r,3r)-N1-(8-chloro-2-(2,6-difluorophenyl)pyrazolo[1,5-a][1,3,5]triazin-4-yl)-N3,N3-dimethylcyclobutane-1,3-diamine ClC=1C=NN2C1N=C(N=C2NC2CC(C2)N(C)C)C2=C(C=CC=C2F)F